BrC1=C2C=CC(=CC2=CC=C1)C(=O)NC(C)C 5-bromo-N-isopropyl-2-naphthoamide